benzyl 4-[(7-chloro-1,6-naphthyridin-2-yl)(cyanomethyl)amino]piperidine-1-carboxylate ClC1=NC=C2C=CC(=NC2=C1)N(C1CCN(CC1)C(=O)OCC1=CC=CC=C1)CC#N